N-[5-(2,6-difluoro-4-methoxyphenyl)-1-methyl-3-oxo-2-[3-(trifluoromethyl)pyridin-2-yl]-2,3-dihydro-1H-pyrazol-4-yl]-4-(difluoromethoxy)benzamide FC1=C(C(=CC(=C1)OC)F)C1=C(C(N(N1C)C1=NC=CC=C1C(F)(F)F)=O)NC(C1=CC=C(C=C1)OC(F)F)=O